6-heptenylamine C(CCCCC=C)N